4-carboxyvalerate C(=O)(O)C(CCC(=O)[O-])C